quinolyl-triazolopyrazine Octyl-tetradecanoate C(CCCCCCC)OC(CCCCCCCCCCCCC)=O.N1=C(C=CC2=CC=CC=C12)C1=NC2=C(N=C1)NN=N2